The molecule is a member of the class of N-acylazetidines obtained by selective formal condensation of the carboxy group of 3,4-difluoro-2-(2-fluoro-4-iodoanilino)benzoic acid with the secondary amino group from the azetidine ring of 3-[(2S)-piperidin-2-yl]azetidin-3-ol. An inhibitor of mitogen-activated protein kinase that is used (as its fumarate salt) in combination with vemurafenib for the treatment of patients with unresectable or metastatic melanoma. It has a role as an EC 2.7.11.24 (mitogen-activated protein kinase) inhibitor and an antineoplastic agent. It is a member of piperidines, a N-acylazetidine, a tertiary alcohol, an aromatic amine, a secondary amino compound, a difluorobenzene and an organoiodine compound. It is a conjugate base of a cobimetinib(1+). C1CCN[C@@H](C1)C2(CN(C2)C(=O)C3=C(C(=C(C=C3)F)F)NC4=C(C=C(C=C4)I)F)O